FC(OC=1C=C(C=CC1)[C@H](C)NC(C[C@H](C(C)(C)C)O)=O)F (R)-N-((S)-1-(3-(difluoromethoxy)phenyl)ethyl)-3-hydroxy-4,4-dimethylpentan-amide